CNC[C@H]1CNCCC1 (3S)-3-[(methylamino)methyl]piperidine